ClC1=CC=C(C=C1)CS(=O)(=O)NC1=C(C(=C(C=C1F)OC1=NC=CC=C1C1=NC(=NC=C1)N[C@@H]1CNC[C@H](C1)F)F)F 1-(4-chlorophenyl)-N-(2,3,6-trifluoro-4-((3-(2-(((3S,5S)-5-fluoropiperidin-3-yl)amino)pyrimidin-4-yl)pyridin-2-yl)oxy)phenyl)methanesulfonamide